C(CCC)NC(COC1=CC=C(C=C1)C=1C=C(C(NC1C(F)(F)F)=O)C(=O)N)=O 5-(4-(2-(butylamino)-2-oxoethoxy)phenyl)-2-oxo-6-(trifluoromethyl)-1,2-dihydropyridine-3-carboxamide